ClC1=NC(=C2N=CN(C2=N1)[C@@H]1[C@@H]2[C@]([C@@H]3[C@H]1OC(O3)(C)C)(C2)CF)NCC(F)F 2-chloro-N-(2,2-difluoroethyl)-9-((3aR,3bS,4aS,5R,5aS)-3b-(fluoromethyl)-2,2-dimethylhexahydrocyclopropa[3,4]cyclopenta[1,2-d][1,3]dioxol-5-yl)-9H-purin-6-amine